N1=C(C=CC=C1)C1=CC=C(C(=N1)NC1COCC1)NC(C)CC 6-(2-Pyridinyl)-N3-sec-butyl-N2-tetrahydrofuran-3-ylpyridine-2,3-diamine